5-cyclohexyl-3-(1-methylpyrazol-4-yl)-2H-pyrazolo[3,4-b]pyridine C1(CCCCC1)C1=CC=2C(N=C1)=NNC2C=2C=NN(C2)C